6-[(1S)-4-bromoindan-1-yl]oxy-2-methoxy-5-(trifluoromethyl)pyridine-3-carbonitrile BrC1=C2CC[C@@H](C2=CC=C1)OC1=C(C=C(C(=N1)OC)C#N)C(F)(F)F